3-(5,10-diamino-1H-phenanthro[9,10-d]imidazol-2-yl)phenol NC1=CC2=C(C=C1)C1=CC=C(C=C1C=1NC(=NC12)C=1C=C(C=CC1)O)N